methyl (R)-6-chloro-3-((1-(2-(3,3-difluoroazetidin-1-yl)-3,6-dimethyl-4-oxo-3,4-dihydroquinazolin-8-yl)ethyl)amino)picolinate ClC1=CC=C(C(=N1)C(=O)OC)N[C@H](C)C=1C=C(C=C2C(N(C(=NC12)N1CC(C1)(F)F)C)=O)C